N1CC(CC1)N1CCOCC1 4-(pyrrolidin-3-yl)morpholine